4-[cyclopropyl-[4-(5,6,7,8-tetrahydro-1,8-naphthyridin-2-yl)butyl]amino]-2-[(3-hydroxy-1-phenyl-cyclobutanecarbonyl)amino]butanoic acid C1(CC1)N(CCC(C(=O)O)NC(=O)C1(CC(C1)O)C1=CC=CC=C1)CCCCC1=NC=2NCCCC2C=C1